ClC=1C=C(C=NC1)C1=C(C=C(C=C1)NC(C(C)(C)C=1N=C(SC1)NS(=O)(=O)C1CC1)=O)OCC N-(4-(5-chloropyridin-3-yl)-3-ethoxyphenyl)-2-(2-(cyclopropanesulfonylamino)thiazol-4-yl)-2-methylpropanamide